(R)-3-methyl-4-(6-methyl-2-(1H-pyrazol-3-yl)-8,9-dihydro-1,3,7,9a-tetraazabenzo[cd]azulen-4-yl)morpholine C[C@H]1N(CCOC1)C=1C=C2C3=C(C(=NN3CCN=C2C)C2=NNC=C2)N1